FC=1C=C(N(C1CO)COCC[Si](C)(C)C)C(=O)OC methyl 4-fluoro-5-(hydroxymethyl)-1-{[2-(trimethylsilyl)ethoxy]methyl}-1H-pyrrole-2-carboxylate